trans-4-(aminomethyl)cyclohexane-1-carboxylic acid NC[C@@H]1CC[C@H](CC1)C(=O)O